C(C)(C)C1=NNC2=C1N=C(NC2=O)CC2=C(C=CC=C2)OCC(=O)N2CCOCC2 3-isopropyl-5-[2-(2-morpholin-4-yl-2-oxo-ethoxy)-benzyl]-1,6-dihydro-pyrazolo[4,3-d]pyrimidin-7-one